phenyl-(phenyldibenzofuranyl)(diphenyltriazinyl)terphenyl C1(=CC=CC=C1)C1=C(C(=C(C=C1)C=1C(=CC=CC1)C1=CC=CC=C1)C1=NN=NC(=C1C1=CC=CC=C1)C1=CC=CC=C1)C1=C(C=CC=2OC3=C(C21)C=CC=C3)C3=CC=CC=C3